methyl 6-bromo-2-methoxynicotinate BrC1=NC(=C(C(=O)OC)C=C1)OC